4-[6-(4-methyl-piperazin-1-yl)-benzimidazol-1-yl]-phenylamine CN1CCN(CC1)C=1C=CC2=C(N(C=N2)C2=CC=C(C=C2)N)C1